OC1=C(C=C(C=C1OC)C(CC)=O)OC 1-(4-hydroxy-3,5-dimethoxyphenyl)propan-1-one